S(N)([O-])(=O)=O Sulfamat